FC1=C(C(=CC=C1)OC)S(=O)(=O)NC1=NOC2=C1CC1(C3=CC=C(C=C32)N3C[C@H](CC3)O)CC1 (S)-2-fluoro-N-(8'-(3-hydroxypyrrolidin-1-yl)-4'H-spiro[cyclopropane-1,5'-naphtho[2,1-d]isoxazol]-3'-yl)-6-methoxybenzenesulfonamide